F[C@@H]1CN(CC[C@@H]1NC1=NC=C(C(=N1)C=1SC(=CN1)CC(C)(O)C)C)S(=O)(=O)C 1-(2-(2-(((3R,4S)-3-fluoro-1-(methylsulfonyl)piperidin-4-yl)amino)-5-methylpyrimidin-4-yl)thiazol-5-yl)-2-methylpropan-2-ol